4-chloro-5-methoxy-6-(3-(1-methyl-1H-pyrazol-3-yl)phenyl)-2-(pyridin-4-yl)pyrimidine ClC1=NC(=NC(=C1OC)C1=CC(=CC=C1)C1=NN(C=C1)C)C1=CC=NC=C1